2-methoxy-5-[2-(2-methylpropanamido)imidazo[1,2-b]pyridazin-6-yl]-N-{[2-(trifluoromethoxy)phenyl]-methyl}pyridine-3-carboxamide COC1=NC=C(C=C1C(=O)NCC1=C(C=CC=C1)OC(F)(F)F)C=1C=CC=2N(N1)C=C(N2)NC(C(C)C)=O